N1C=CC=2C1=NC=C(C2)C=2C=C(CCNC(=O)NC1=CC(=C(C=C1)F)C(F)(F)F)C=CC2 1-(3-(1H-pyrrolo[2,3-b]pyridin-5-yl)phenethyl)-3-(4-fluoro-3-(trifluoromethyl)phenyl)urea